6,10,14-trimethyl-5,9,13-pentadec-trien-2-one CC(=CCCC(C)=O)CCC=C(CCC=C(C)C)C